[Si](C)(C)(C(C)(C)C)OC1CN2C(OC1)=C(C=N2)S(=O)(NC(NC2=C1CCCC1=CC=1CCCC21)=O)=NC(C2=CC=CC=C2)(C2=CC=CC=C2)C2=CC=CC=C2 6-((tert-butyldimethylsilyl)oxy)-N-((1,2,3,5,6,7-hexahydro-s-indacen-4-yl)carbamoyl)-N'-trityl-6,7-dihydro-5H-pyrazolo[5,1-b][1,3]oxazine-3-sulfonimidamide